C(CC)N1C=2N(C=3N=C(NC3C1=O)C=1C=NN(C1)CC1=CC=NC=C1)C=CN2 5-Propyl-2-[1-(4-pyridylmethyl)pyrazol-4-yl]-3H-imidazo[2,1-b]purin-4-on